5-methyl-2-adamantanamine CC12CC3C(C(CC(C1)C3)C2)N